hexadecane-6,6-diol CCCCCC(CCCCCCCCCC)(O)O